1-(2-Hydrazinylquinazolin-4-yl)-2,3,4,5-tetrahydro-1H-benzo[b]azepine N(N)C1=NC2=CC=CC=C2C(=N1)N1C2=C(CCCC1)C=CC=C2